N-[4-[6-carbamoyl-2-[(2-ethyl-5-methyl-pyrazole-3-carbonyl)amino]-3-methyl-benzoimidazol-4-yl]oxybutyl]carbamic acid tert-butyl ester C(C)(C)(C)OC(NCCCCOC1=CC(=CC=2N=C(N(C21)C)NC(=O)C=2N(N=C(C2)C)CC)C(N)=O)=O